(E)-3-((2,6-diisopropylphenyl)imino)-2-butanone C(C)(C)C1=C(C(=CC=C1)C(C)C)\N=C(\C(C)=O)/C